tert-butyl 3-((3-(((R)-1-(3-(5-(((S)-3-aminopyrrolidin-1-yl)methyl)thiophen-2-yl)phenyl)ethyl)carbamoyl)-4-methylphenyl)amino)azetidine-1-carboxylate N[C@@H]1CN(CC1)CC1=CC=C(S1)C=1C=C(C=CC1)[C@@H](C)NC(=O)C=1C=C(C=CC1C)NC1CN(C1)C(=O)OC(C)(C)C